CCCCC/C=C\\C/C=C\\C/C=C\\C/C=C\\CCCCCCCCCCCCCCCCC[C@H](CC(=O)SCCNC(=O)CCNC(=O)[C@@H](C(C)(C)COP(=O)(O)OP(=O)(O)OC[C@@H]1[C@H]([C@H]([C@@H](O1)N2C=NC3=C(N=CN=C32)N)O)OP(=O)(O)O)O)O The molecule is an unsaturated fatty acyl-CoA that results from the formal condensation of the thiol group of coenzyme A with the carboxy group of (3R,21Z,24Z,27Z,30Z)-3-hydroxyhexatriacontatetraenoic acid. It is a (R)-3-hydroxyacyl-CoA, a 3-hydroxy fatty acyl-CoA, an unsaturated fatty acyl-CoA and an ultra-long-chain fatty acyl-CoA. It is a conjugate acid of a (3R,21Z,24Z,27Z,30Z)-3-hydroxyhexatriacontatetraenoyl-CoA(4-).